tert-Butyl (S)-((2-methoxy-6-((4-(2-methyl-4'-(2-oxoethoxy)-[1,1'-biphenyl]-3-yl)-2,3-dihydro-1H-inden-1-yl)oxy)pyridin-3-yl)methyl)glycinate COC1=NC(=CC=C1CNCC(=O)OC(C)(C)C)O[C@H]1CCC2=C(C=CC=C12)C=1C(=C(C=CC1)C1=CC=C(C=C1)OCC=O)C